HYDROSULFIT S(=O)([O-])S(=O)[O-]